ClC=1C=C(C=CC1)[C@@H](C)NCCNC(OC(C)(C)C)=O (R)-tert-butyl (2-((1-(3-chlorophenyl)ethyl)amino)ethyl)carbamate